C(=O)C=1C=CC=2N(C1)C=C(N2)CN2C=CC=1C(=CN=CC1C2=O)C=2C=CC(=NC2)NC(C)=O N-{5-[7-({6-formylimidazo[1,2-a]pyridin-2-yl}methyl)-8-oxo-7,8-dihydro-2,7-naphthyridin-4-yl]pyridin-2-yl}acetamide